NC1C[C@H](N(C(C1)C)C)C(=O)NCC\C=C\C1=C2C=C(C=NC2=CC=C1OCC1=CC=CC=C1)Br (2S)-4-amino-N-((E)-4-(6-(benzyloxy)-3-bromoquinolin-5-yl)but-3-en-1-yl)-1,6-dimethylpiperidine-2-carboxamide